methoxy guanosine-3'-phosphorothioate P(O)(O)(=S)O[C@H]1[C@H]([C@@](O[C@@H]1CO)(N1C=NC=2C(=O)NC(N)=NC12)OC)O